Tin-TFA salt [O-]C(=O)C(F)(F)F.[Sn+4].[O-]C(=O)C(F)(F)F.[O-]C(=O)C(F)(F)F.[O-]C(=O)C(F)(F)F